1-octyl-3-vinylimidazolium bromide [Br-].C(CCCCCCC)N1C=[N+](C=C1)C=C